F[C@H]1[C@@](COC1)(C)N1CCC(CC1)C=1C=C2C=C(N=CC2=CC1C)NC(=O)[C@@H]1CC12COCC2 (1R,2R)-N-(6-(1-((3S,4S)-4-fluoro-3-methyltetrahydrofuran-3-yl)piperidin-4-yl)-7-methylisoquinolin-3-yl)-5-oxaspiro[2.4]heptane-1-carboxamide